cyclohexyl(4-(((2R,3R,4R,5S)-3,4,5-trihydroxy-2-methylpiperidin-1-yl)methyl)piperidin-1-yl)methanone C1(CCCCC1)C(=O)N1CCC(CC1)CN1[C@@H]([C@H]([C@@H]([C@H](C1)O)O)O)C